Distearyl 3,5-di-tert-butyl-4-hydroxybenzylphosphonate C(C)(C)(C)C=1C=C(CP(OCCCCCCCCCCCCCCCCCC)(OCCCCCCCCCCCCCCCCCC)=O)C=C(C1O)C(C)(C)C